C(C)(=O)OCCCCC\C=C/C Z-oct-6-en-1-yl acetate